NC(CCC(C(=O)OC(C)(C)C)C=1C(=NC2=C(C=CC=C2C1)Cl)C)=O tert-butyl 5-amino-2-(8-chloro-2-methylquinolin-3-yl)-5-oxopentanoate